FC1=C(OC2CCC(CC2)(C(=O)O)C)C=C(C(=C1)OC)C(N[C@H]1[C@H](CC1)C(NC1=CC(=C(C=C1)F)S(F)(F)(F)(F)F)=O)=O (1R,4s)-4-(2-fluoro-5-(((1R,2S)-2-((4-fluoro-3-(pentafluoro-λ6-sulfaneyl)phenyl)carbamoyl)cyclobutyl)carbamoyl)-4-methoxyphenoxy)-1-methylcyclohexane-1-carboxylic acid